ClC=1C(=CC(=NC1)NC(C)C)C=1C=C2N(CC3(CN(C2=O)CC2=C(C=CC(=C2)F)CO)COC3)C1 8'-(5-chloro-2-(isopropylamino)pyridin-4-yl)-2'-(5-fluoro-2-(hydroxymethyl)benzyl)-2',3'-dihydro-1'h,5'h-spiro[oxacyclobutane-3,4'-pyrrolo[1,2-a][1,4]diazepine]-1'-one